5-Difluoromethoxy-2-pyridinecarboxaldehyde FC(OC=1C=CC(=NC1)C=O)F